chloromethyl (2-methoxy-4-(nonanamidomethyl) phenyl) carbonate C(OCCl)(OC1=C(C=C(C=C1)CNC(CCCCCCCC)=O)OC)=O